COC(=O)C=1C=CC2=C(N(C(=N2)C)CC2OCC2)C1 methyl-1-(oxetan-2-ylmethyl)-1H-benzo[d]imidazole-6-carboxylic acid methyl ester